3-Methyloxetan-3-amine hydrochloride Cl.CC1(COC1)N